BrCC=1C=C(COC=2C=C(C=O)C=CC2)C=CC1 3-((3-(bromomethyl)benzyl)oxy)benzaldehyde